acetyl-Acetone tantalum [Ta].C(C)(=O)CC(C)=O